NC1=NC=C(C=C1C=1C=C2CCNC(C2=CC1)=O)C1=CC=C(C=C1)C1CN(CCO1)CC 6-(2-amino-5-(4-(4-ethylmorpholin-2-yl)phenyl)pyridin-3-yl)-3,4-dihydroisoquinolin-1(2H)-one